ClC1=C(C=CC=2C(=C3N(C12)CCN(C3)C(=O)NC)C=3C=NNC3)Cl 6,7-dichloro-N-methyl-10-(1H-pyrazol-4-yl)-3,4-dihydro-1H-pyrazino[1,2-a]indole-2-carboxamide